C(C)(C)NS(=O)(=O)C1=C(C=C(C=C1CCC)OC)OC N-isopropyl-2,4-dimethoxy-6-propylbenzenesulfonamide